NC=1NC(C2=C(N1)NC(=C2C2=CC=CC=1OCCOC12)C1=CC=C(C=C1)S(=O)(=O)N(C)C)=O 4-(2-Amino-5-(2,3-dihydrobenzo[b][1,4]dioxin-5-yl)-4-oxo-4,7-dihydro-3H-pyrrolo[2,3-d]pyrimidin-6-yl)-N,N-dimethylbenzenesulfonamide